n-nonanyloxy di(2-tolyl) phosphate P(=O)(OOCCCCCCCCC)(OC1=C(C=CC=C1)C)OC1=C(C=CC=C1)C